{6-[({[(Z)-(1-Methyl-1H-tetrazol-5-yl)(phenyl)methylene]amino}oxy)methyl]pyridin-2-yl}-carbamic acid but-3-yn-1-yl ester C(CC#C)OC(NC1=NC(=CC=C1)CO\N=C(\C1=CC=CC=C1)/C1=NN=NN1C)=O